C[C@@]1([C@H](OC)[C@H](O)[C@@H](CO)O1)N1C(=O)NC(=O)C=C1 methyl-2'-O-methyluridine